C(C=CCN1C(=NC=2C1=NC=C(C2)C(N)=O)NC(=O)C2=C(N=C(O2)C)CC)N2C(=NC=1C2=NC=C(C1)C(N)=O)NC(=O)C1=C(N=C(O1)C)CC (but-2-ene-1,4-diylbis(6-carbamoyl-3H-imidazo[4,5-b]pyridine-3,2-diyl))bis(4-ethyl-2-methyloxazole-5-carboxamide)